C1CCC12CCC(CC2)N spiro[3.5]nonan-7-amine